C1(=CC=CC=2C3=CC=CC=C3CC12)COC(=O)N[C@@H](C(C)C)C(=O)O N-Fluorenylmethoxycarbonyl-L-valine